(S)-chromane O1CCCC2=CC=CC=C12